3-((5-(5-(difluoromethyl)-1,3,4-oxadiazole-2-yl)pyridine-2-yl)methyl)quinazoline-2,4(1H,3H)-dione FC(C1=NN=C(O1)C=1C=CC(=NC1)CN1C(NC2=CC=CC=C2C1=O)=O)F